ClC1=C(NC(=C1Cl)C)C(=O)NC1=C(C=C(C=C1)C=1OC(NN1)=O)OC(C)C 3,4-Dichloro-N-(2-isopropoxy-4-(5-oxo-4,5-dihydro-1,3,4-oxadiazol-2-yl)phenyl)-5-methyl-1H-pyrrole-2-carboxamide